NC1=NC=2C=CC(=CC2C=2N1C=NC2C)C(=O)N(CC2=NC=C(C=C2)C(F)(F)F)[C@H](C)C2=NC=CC=N2 (R)-5-amino-1-methyl-N-(1-(pyrimidin-2-yl)ethyl)-N-((5-(trifluoromethyl)pyridin-2-yl)methyl)imidazo[1,5-c]quinazoline-9-carboxamide